C(C)(C)(C)OC(=O)N1[C@@H](CC1)C(=O)NN (S)-2-(hydrazinocarbonyl)azetidine-1-carboxylic acid tert-butyl ester